aluminum bis(ethylacetoacetate) mono(isopropylacetoacetate) C(C)(C)CC(CC(=O)[O-])=O.C(C)CC(CC(=O)[O-])=O.C(C)CC(CC(=O)[O-])=O.[Al+3]